OC1(CN(C1)C=1C=CC2=C(SC(=C2)C(=O)O)C1)C 6-(3-hydroxy-3-methylazetidin-1-yl)benzo[b]thiophene-2-carboxylic acid